C(C)(=O)C1=CC=C(OCCCCC(=O)NC2=C(C(=O)NC=3C=C(C(=O)O)C=CC3)C=CC=C2)C=C1 3-(2-(5-(4-Acetylphenoxy)pentanoylamino)benzoylamino)benzoic acid